5-(((S)-1-methoxy-3-(((S)-2-oxo-1-(1-(5-(trifluoromethyl)pyrazin-2-yl)piperidin-4-yl)pyrrolidin-3-yl)oxy)propan-2-yl)amino)-4-(trifluoromethyl)pyridazin-3(2H)-one COC[C@@H](CO[C@@H]1C(N(CC1)C1CCN(CC1)C1=NC=C(N=C1)C(F)(F)F)=O)NC1=C(C(NN=C1)=O)C(F)(F)F